2-(7-(8-azabicyclo[3.2.1]oct-2-en-3-yl)imidazo[1,2-a]pyrimidin-2-yl)-5-(2H-1,2,3-triazol-2-yl)phenol C12C=C(CC(CC1)N2)C2=NC=1N(C=C2)C=C(N1)C1=C(C=C(C=C1)N1N=CC=N1)O